erythritol-13C4 [13CH2]([13C@H](O)[13C@H](O)[13CH2]O)O